FC=1C(=C2CN(CC2=CC1)CC1=CC=C(C=C1)OC)I 5-fluoro-4-iodo-2-(4-methoxybenzyl)isoindoline